4-bromo-2-(methylsulfonamido)-N-(3-(trifluoromethyl)bicyclo[1.1.1]pentan-1-yl)benzamide BrC1=CC(=C(C(=O)NC23CC(C2)(C3)C(F)(F)F)C=C1)NS(=O)(=O)C